4-fluoro-N-{phenyl[4-(propan-2-yl)phenyl]methyl}-1-[2-(1H-1,2,3-triazol-5-yl)acetyl]pyrrolidine-2-carboxamide FC1CC(N(C1)C(CC1=CN=NN1)=O)C(=O)NC(C1=CC=C(C=C1)C(C)C)C1=CC=CC=C1